5-chloro-7-(N-(3-((2-chloropyrimidin-5-yl) ethynyl)-2,4-difluorophenyl) sulfamoyl)-2,3-dihydrobenzofuran-3-ylacetate ClC=1C=C(C2=C(C(CO2)CC(=O)[O-])C1)S(NC1=C(C(=C(C=C1)F)C#CC=1C=NC(=NC1)Cl)F)(=O)=O